CC1=C(C=CC=C1Cl)NC2=C(C=CC=N2)C(=O)O The molecule is a pyridinemonocarboxylic acid that is nicotinic acid substituted at position 2 by a (2-methyl-3-chlorophenyl)amino group. Used (as its lysine salt) for treatment of renal colic, muscular pain and moderately severe migraine attacks. It has a role as a non-steroidal anti-inflammatory drug, a non-narcotic analgesic, an antipyretic, a platelet aggregation inhibitor, a vasodilator agent, an EC 1.14.99.1 (prostaglandin-endoperoxide synthase) inhibitor and a lipoxygenase inhibitor. It is a pyridinemonocarboxylic acid, an aminopyridine and an organochlorine compound. It derives from a nicotinic acid. It is a conjugate acid of a clonixin(1-).